4-[(4R,10bS)-4-methyl-8-[(2R)-2-methylpiperazin-1-yl]-3,4,6,10b-tetrahydro-1H-pyrazino[2,1-a]isoindol-2-yl]-1-methyl-1,8-naphthyridin-2-one C[C@@H]1CN(C[C@H]2N1CC1=CC(=CC=C21)N2[C@@H](CNCC2)C)C2=CC(N(C1=NC=CC=C21)C)=O